(E)-N-(4-(1-(6-(4-(4-(5-(2-(2,6-dioxopiperidin-3-yl)-1,3-dioxoisoindolin-4-yl)pentyl)piperazin-1-yl)piperidin-1-yl)nicotinoyl)piperidin-4-yl)butyl)-3-(pyridin-3-yl)acrylamide O=C1NC(CCC1N1C(C2=CC=CC(=C2C1=O)CCCCCN1CCN(CC1)C1CCN(CC1)C1=NC=C(C(=O)N2CCC(CC2)CCCCNC(\C=C\C=2C=NC=CC2)=O)C=C1)=O)=O